C1=C(C=CC2=CC=CC=C12)C(=CO[C@@H](C(=O)OC)C)C |r| (±)-methyl 2-((2-(naphthalen-2-yl)prop-1-en-1-yl)oxy)propanoate